C1=CC=CC2=CC=CC(=C12)N(CCCC)CCCC 8-naphthyldibutylamine